C(C)(C)(C)OC(=O)N1CC(C(CC1)(F)F)COC1=CC(=CC(=C1)C=1SC(=CN1)C)C#N.FC(C)S(=O)(=O)C=1C=C(OC[C@H]2OC2)C=CC1 (2S)-2-((3-((1-fluoroethyl)sulfonyl)phenoxy)methyl)oxirane Tert-butyl-3-{[3-cyano-5-(5-methyl-1,3-thiazol-2-yl)phenoxy]methyl}-4,4-difluoropiperidine-1-carboxylate